N6-(4-(4-methoxybenzyloxy)benzyl)adenosine COC1=CC=C(COC2=CC=C(CNC=3C=4N=CN([C@H]5[C@H](O)[C@H](O)[C@@H](CO)O5)C4N=CN3)C=C2)C=C1